(2-(methylcarbamoyl)-5-nitrophenyl) carbamate C(N)(OC1=C(C=CC(=C1)[N+](=O)[O-])C(NC)=O)=O